(2S,5S)-5-methyl-1-(propionyl-L-valyl)pyridine CC=1C=CCN(C1)C([C@@H](NC(CC)=O)C(C)C)=O